OC1=C(C(=O)N\N=C\C2(C(N3C(CC3S2(=O)=O)=O)C(=O)O)C)C=CC=C1C 3-((e)-(2-(2-hydroxy-3-methylbenzoyl)hydrazono)methyl)-3-methyl-7-oxo-4-thia-1-azabicyclo[3.2.0]heptane-2-carboxylic acid 4,4-dioxide